CN(CCC(=O)NC=1C=NC=C(C1)B1OC(C(O1)(C)C)(C)C)C 3-(dimethylamino)-N-[5-(4,4,5,5-tetramethyl-1,3,2-dioxaborolan-2-yl)pyridin-3-yl]propanamide